BrC[C@]1(C(N2[C@@H](C(O1)=O)CCC2)=O)C (3R,8aR)-3-Bromomethyl-3-methyl-tetrahydro-pyrrolo[2,1-c][1,4]oxazine-1,4-dione